C(#C)C=1SC=C(N1)NC(=O)N[C@@H](CO)C1=CC=C(C=C1)C1=CC(=CC=C1)C1(CCC1)O (R)-1-(2-Ethynylthiazol-4-yl)-3-(2-hydroxy-1-(3'-(1-hydroxycyclobutyl)-[1,1'-biphenyl]-4-yl)ethyl)urea